N[C@@H]1C[C@H](CC1)NC1=C2C(=NC=3N1N=CC3Br)C3(CCCC3)C(C2)CCO 2-(8-(((1S,3S)-3-aminocyclopentyl)amino)-3-bromo-6,7-dihydrospiro[cyclopenta[d]pyrazolo[1,5-a]pyrimidine-5,1'-cyclopentane]-6-yl)ethanol